5-(2,2-Dimethyloxacyclohex-4-yl)-1H-indole-2-carboxylic acid ethyl ester C(C)OC(=O)C=1NC2=CC=C(C=C2C1)C1CC(OCC1)(C)C